B(O)(O)O.S1CC=CC=C1 thiopyran borate